C(CCCCCCCCCCCCCCC)(=O)OC[C@@H](OC(CCCCCCCCCCCCCCC)=O)CO 1,2-dipalmitoylsn-glycerol